(S)-2-(3-(2-(3-fluoroazetidin-1-yl)ethyl)-4-methyl-6-Oxopyridazin-1(6H)-yl)-4-methylpentanoic acid methyl ester COC([C@H](CC(C)C)N1N=C(C(=CC1=O)C)CCN1CC(C1)F)=O